BrC1=CC2=C(C=C(O2)C(=O)C2=CC=CC=C2)C=C1 (6-bromobenzofuran-2-yl)(phenyl)methanone